di(2-propenyl)di(n-propoxy)silane C(C=C)[Si](OCCC)(OCCC)CC=C